6-amino-4-hydroxymethyl-cyclohex-4-ene-1,2,3-triol NC1C=C(C(C(C1O)O)O)CO